N-(1-((2-methyl-5-(3-methyl-1,2,4-thiadiazol-5-yl)phenyl)glycyl)indolin-4-yl)acetamide CC1=C(C=C(C=C1)C1=NC(=NS1)C)NCC(=O)N1CCC2=C(C=CC=C12)NC(C)=O